FC1=C(C=C(C=C1)NC(=O)C1=C(N(C(=C1C)C(C(=O)NC1(CCC(CC1)O)C)=O)C)C(C)C)C N-(4-fluoro-3-methylphenyl)-5-(2-(((1s,4s)-4-hydroxy-1-methylcyclohexyl)amino)-2-oxoacetyl)-2-isopropyl-1,4-dimethyl-1H-pyrrole-3-carboxamide